N-[1,1-dioxo-4-(tributylstannyl)-2,3-dihydro-1λ6-benzothiophen-7-yl]acetamide O=S1(CCC2=C1C(=CC=C2[Sn](CCCC)(CCCC)CCCC)NC(C)=O)=O